1-((1-propenoylazetidin-3-yl)methyl)-4-(2-(dimethylamino)ethyl)-7-fluoro-6-(3-hydroxynaphthalen-1-yl)quinoxalin-2,3(1H,4H)-dione C(C=C)(=O)N1CC(C1)CN1C(C(N(C2=CC(=C(C=C12)F)C1=CC(=CC2=CC=CC=C12)O)CCN(C)C)=O)=O